1-tert-butyl 2-methyl (2R,4S)-4-[(tert-butyldimethylsilyl)oxy]pyrrolidine-1,2-dicarboxylate [Si](C)(C)(C(C)(C)C)O[C@H]1C[C@@H](N(C1)C(=O)OC(C)(C)C)C(=O)OC